3-[3-(2-Diethoxyphosphorylethyl)-2-oxo-5-(4-piperidyl)benzimidazol-1-yl]-1-[(4-methoxyphenyl)methyl]piperidine-2,6-dione C(C)OP(=O)(OCC)CCN1C(N(C2=C1C=C(C=C2)C2CCNCC2)C2C(N(C(CC2)=O)CC2=CC=C(C=C2)OC)=O)=O